dimethylsilyl-bis(2-methyl-4-phenylindenyl)zirconium dichloride [Cl-].[Cl-].C[SiH](C)[Zr+2](C1C(=CC2=C(C=CC=C12)C1=CC=CC=C1)C)C1C(=CC2=C(C=CC=C12)C1=CC=CC=C1)C